CNC(=O)C=1N=CC2=CC=CC=C2C1 isoquinoline-3-carboxylic acid methylamide